C12CN(CC(N1)C2)C2=CC(=C(C=C2)NC2=NC=C(C(=N2)C=2SC=C(C2)S(=O)(=O)C)C(F)(F)F)Cl N-(4-(3,6-diazabicyclo[3.1.1]heptan-3-yl)-2-chlorophenyl)-4-(4-(methylsulfonyl)thiophen-2-yl)-5-(trifluoromethyl)pyrimidin-2-amine